tert-butyl (3aS,4S,6aR)-4-(dimethylamino)hexahydrocyclopenta[c]pyrrole-2(1H)-carboxylate CN([C@H]1CC[C@H]2CN(C[C@H]21)C(=O)OC(C)(C)C)C